CC1CCC(CC1)[C@@H](C(NC1=CC2=C(C=N1)C1(CCOCC1)C(N2)=O)=O)NC(OC(C)(C)C)=O tert-Butyl N-{(1S)-1-(4-methylcyclohexyl)-2-oxo-2-[(2-oxospiro[1H-pyrrolo[3,2-c]pyridine-3,4'-oxane]-6-yl)amino]ethyl}-carbamate